3,4-dichloro-2-((7-(2-hydroxyethyl)-2,7-diazaspiro[3.5]nonan-2-yl)methyl)phenol ClC=1C(=C(C=CC1Cl)O)CN1CC2(C1)CCN(CC2)CCO